NC(C#CC(=O)N1CC2=C([C@@H](C1)C1=C(C=CC=C1)C=1C(=NN(C1)CC)C(F)(F)F)C=C(S2)C#N)(C)C (S)-6-(4-Amino-4-methylpent-2-ynoyl)-4-(2-(1-ethyl-3-(trifluoromethyl)-1H-pyrazol-4-yl)phenyl)-4,5,6,7-tetrahydrothieno[2,3-c]pyridine-2-carbonitrile